OC(C)(C)C1(CCN(CC1)CC1=CC2=C(NC(OC2)=O)C=C1)CCC1=CC=CC=C1 6-((4-(2-hydroxypropan-2-yl)-4-phenethyl-piperidin-1-yl)methyl)-1H-benzo[d][1,3]oxazin-2(4H)-one